5-(N-(2-(4-(4-(phenylethynyl)benzoyl)piperazin-1-yl)phenyl)-N-phenethylsulfamoyl)3-methylbenzofuran-2-carboxylic acid C1(=CC=CC=C1)C#CC1=CC=C(C(=O)N2CCN(CC2)C2=C(C=CC=C2)N(S(=O)(=O)C=2C=CC3=C(C(=C(O3)C(=O)O)C)C2)CCC2=CC=CC=C2)C=C1